O[C@@H]1C[C@H](N(C1)C(=O)[C@@H](NC(CCOCCOCCOCCOCCOCCC(=O)O)=O)C(C)(C)C)C(NCC1=CC=C(C=C1)C1=C(N=CS1)C)=O (S)-21-((2S,4R)-4-hydroxyl-2-((4-(4-methylthiazol-5-yl)benzyl)carbamoyl)pyrrolidine-1-carbonyl)-22,22-dimethyl-19-oxo-4,7,10,13,16-Pentaoxa-20-azatricosanoic acid